pyrazolo[5,1-a][2,7]naphthyridine-6-carboxamide C1=NC=CC=2C=C(N3C(C12)=CC=N3)C(=O)N